9-[3-(difluoromethyl)-1-bicyclo[1.1.1]pentanyl]-7-[(2S,4R)-2-(6-keto-1-methyl-3-pyridyl)tetrahydropyran-4-yl]-2,3-dimethyl-pyrimido[1,2-b]pyridazin-4-one FC(C12CC(C1)(C2)C=2C=1N(N=C(C2)[C@H]2C[C@H](OCC2)C2=CN(C(C=C2)=O)C)C(C(=C(N1)C)C)=O)F